6-(4-bromo-1H-pyrrolo[3,2-c]pyridin-1-yl)-9-(4-methoxybenzyl)-2-(6-methylpyridin-2-yl)-9H-purine BrC1=NC=CC2=C1C=CN2C2=C1N=CN(C1=NC(=N2)C2=NC(=CC=C2)C)CC2=CC=C(C=C2)OC